2-chloro-N-[(2S)-1-hydroxypropan-2-yl]acetamide ClCC(=O)N[C@H](CO)C